O1C(OCC1)C1=C(C=CC=C1OCC1=CC=C(C=C1)OC)C1=NN(C(=C1)C(=O)O)C1CC1 3-(2-(1,3-dioxolan-2-yl)-3-((4-methoxybenzyl)oxy)phenyl)-1-cyclopropyl-1H-pyrazole-5-carboxylic acid